NC1=CC(=C(C=N1)C1CCN(CC1)C(=O)C1=CC(=C(C=N1)O)OC)OC 6-[4-(6-amino-4-methoxypyridin-3-yl)piperidine-1-carbonyl]-4-methoxypyridin-3-ol